N-butylcyclohexane-1,4-diamine C(CCC)NC1CCC(CC1)N